rac-(8aS)-3-[(4-bromo-3-chloro-phenyl)methyl]-6,7,8,8a-tetrahydro-1H-pyrrolo[2,1-c][1,4]oxazin-4-one BrC1=C(C=C(C=C1)CC1C(N2[C@H](CO1)CCC2)=O)Cl |r|